(1S,4S)-5-[(7S)-2-{3-[4-(3,6-Dimethylpyrazin-2-yl)phenyl]-1H-pyrrolo[2,3-b]pyridin-5-yl}-6,7,8,9-tetrahydro-5H-benzo[7]annulen-7-yl]-2-oxa-5-azabicyclo[2.2.1]heptane CC=1C(=NC(=CN1)C)C1=CC=C(C=C1)C1=CNC2=NC=C(C=C21)C=2C=CC1=C(CC[C@H](CC1)N1[C@@H]3CO[C@H](C1)C3)C2